FC1=C(C2=C(C(=NO2)N2C(SC(=C2)CS(=O)(=O)C)=O)C=C1C=O)F (R)-6,7-difluoro-3-(5-((methanesulfonyl)methyl)-2-oxothiazol-3-yl)benzo[d]isoxazole-5-carbaldehyde